3-(4-((6-ethynyl-8-((1r,2r)-2-hydroxy-2-methylcyclopentyl)-7-oxo-7,8-dihydropyrido[2,3-d]pyrimidin-2-yl)amino)piperidin-1-yl)-3-oxopropanenitrile C(#C)C1=CC2=C(N=C(N=C2)NC2CCN(CC2)C(CC#N)=O)N(C1=O)[C@H]1[C@](CCC1)(C)O